C(CCC(=O)OC\C=C(\C)/CCC=C(C)C)(=O)OC\C=C(/C)\CCC=C(C)C geranyl neryl Succinate